ethyloxycarbonyl-L-lysine C(C)OC(=O)N[C@@H](CCCCN)C(=O)O